ClC=1C(=CC2=C(C(=NO2)NS(=O)(=O)N2CCC(CC2)O[C@H]2CN(CC2)C(=O)OC(C)(C)C)C1)OCC1CCCC1 (R)-tert-butyl 3-((1-(N-(5-chloro-6-(cyclopentylmethoxy)benzo[d]isoxazol-3-yl)sulfamoyl)piperidin-4-yl)oxy)pyrrolidine-1-carboxylate